2-[5-(bromomethyl)thiazol-2-yl]-5-(difluoromethyl)-1,3,4-oxadiazole BrCC1=CN=C(S1)C=1OC(=NN1)C(F)F